C1(=CC=CC=C1)C1=C(C(=CC(=C1)C(C)(C)C)C1=CC=CC=C1)O 2,6-diphenyl-4-tert-butylphenol